4-(7-benzyl-2-hydroxy-5,6,7,8-tetrahydro-1,7-naphthyridin-4-yl)-2-(cyanomethyl)piperazine-1-carboxylic acid tert-butyl ester C(C)(C)(C)OC(=O)N1C(CN(CC1)C1=CC(=NC=2CN(CCC12)CC1=CC=CC=C1)O)CC#N